The molecule is a straight-chain alkane with 12 carbon atoms. It has been isolated from the essential oils of various plants including Zingiber officinale (ginger). It has a role as a plant metabolite. CCCCCCCCCCCC